O-(tert-butyl)-N-(6-phenoxynicotinoyl)serine C(C)(C)(C)OC[C@H](NC(C1=CN=C(C=C1)OC1=CC=CC=C1)=O)C(=O)O